N-(1-((4,4-difluorocyclohexyl)methyl)-1H-pyrazol-3-yl)-4-((2-hydroxyethyl)sulphonamido)-2-(6-azaspiro[2.5]oct-6-yl)benzamide FC1(CCC(CC1)CN1N=C(C=C1)NC(C1=C(C=C(C=C1)NS(=O)(=O)CCO)N1CCC2(CC2)CC1)=O)F